tert-butyl 1-(2,2,2-trifluoroacetyl)-1,7-diazaspiro[3.5]nonane-7-carboxylate FC(C(=O)N1CCC12CCN(CC2)C(=O)OC(C)(C)C)(F)F